(S)-2-heptyl-2-methyl-oxirane C(CCCCCC)[C@@]1(OC1)C